C(#N)C=1C=NN2C1C(=CC(=C2)OCC(C)(C)O)C=2C=CC(=NC2)N2CCC(CC2)(C)NC(=O)C2=C(N=CN2C)C N-(1-(5-(3-cyano-6-(2-hydroxy-2-methylpropoxy)pyrazolo[1,5-a]pyridin-4-yl)pyridin-2-yl)-4-methylpiperidin-4-yl)-1,4-dimethyl-1H-imidazole-5-carboxamide